diphenyl-diphenylmalonate C1(=CC=CC=C1)OC(C(C(=O)OC1=CC=CC=C1)(C1=CC=CC=C1)C1=CC=CC=C1)=O